4-acetyl-5-chloro-N-((1S,2R)-2-(2,3-dimethylphenyl)-1-(5-oxo-4,5-dihydro-1,3,4-oxadiazol-2-yl)propyl)-3,4-dihydro-2H-benzo[b][1,4]oxazine-8-sulfonamide C(C)(=O)N1C2=C(OCC1)C(=CC=C2Cl)S(=O)(=O)N[C@@H]([C@H](C)C2=C(C(=CC=C2)C)C)C=2OC(NN2)=O